BrC1=CC=C2C(C(C=3C=CC=C1C32)(O)C3C(N(C(CC3)=O)CC3=CC=C(C=C3)OC)=O)=O 3-(5-bromo-1-hydroxy-2-oxo-1,2-dihydroacenaphthylen-1-yl)-1-(4-methoxybenzyl)piperidine-2,6-dione